COC(=O)C1=NC(=CN=C1Br)C=1N=NN(C1CO)C 3-bromo-6-(5-(hydroxymethyl)-1-methyl-1H-1,2,3-triazol-4-yl)pyrazine-2-carboxylic acid methyl ester